1,2-benzenedioleate C=1(C(=CC=CC1)CCCCCCCC\C=C/CCCCCCCC(=O)[O-])CCCCCCCC\C=C/CCCCCCCC(=O)[O-]